2-(3-(2-(((S)-((R and S)-7-fluoro-2-oxo-1,2,3,4-tetrahydro-1,5-naphthyridin-3-yl)(phenyl)methyl)amino)ethyl)-4-methylphenyl)acetic acid FC1=CN=C2C[C@@H](C(NC2=C1)=O)[C@@H](C1=CC=CC=C1)NCCC=1C=C(C=CC1C)CC(=O)O |&1:6|